ClC(=C(C)C)N(C)C (1-chloro-2-methylprop-1-en-1-yl)dimethylamine